3-(((tert-butyldiphenylsilyl)oxy)methyl)aniline [Si](C1=CC=CC=C1)(C1=CC=CC=C1)(C(C)(C)C)OCC=1C=C(N)C=CC1